tert-Butyl-(5RS,7RS)-7-methyl-3-oxo-2-{[6-(trifluoromethyl)pyridin-3-yl]methyl}-2,3,5,6,7,8-hexahydro[1,2,4]triazolo[4,3-a]pyridine-5-carboxylate C(C)(C)(C)OC(=O)[C@H]1C[C@H](CC=2N1C(N(N2)CC=2C=NC(=CC2)C(F)(F)F)=O)C |r|